2-(3-(dibenzo[b,d]furan-4-yl)-5-(pyrimidin-5-yl)phenyl)-1,10-phenanthroline C1=CC=C(C=2OC3=C(C21)C=CC=C3)C=3C=C(C=C(C3)C=3C=NC=NC3)C3=NC2=C1N=CC=CC1=CC=C2C=C3